4-((4-(1-Cyclopropyl-1H-pyrazol-4-yl)pyridin-2-yl)((trans-4-(5-methoxy-6-methylpyridin-2-yl)cyclohexyl)methyl)-carbamoyl)cyclohexanecarboxylic acid C1(CC1)N1N=CC(=C1)C1=CC(=NC=C1)N(C(=O)C1CCC(CC1)C(=O)O)C[C@@H]1CC[C@H](CC1)C1=NC(=C(C=C1)OC)C